C1(=CC=CC=C1)[C@H]1CCC2=NN(N=C21)C=2C=C(C=NC2)C#CC=2C=NC(=NC2)N (R)-5-((5-(4-phenyl-5,6-dihydrocyclopenta[d][1,2,3]triazol-2(4H)-yl)pyridin-3-yl)ethynyl)pyrimidin-2-amine